2-amino-1,3-bis(8-phenylnaphthalen-1-yl)-1,3-dihydrobenzo[d][1,3,2]diazaphosphole 2-oxide NP1(N(C2=C(N1C1=CC=CC3=CC=CC(=C13)C1=CC=CC=C1)C=CC=C2)C2=CC=CC1=CC=CC(=C21)C2=CC=CC=C2)=O